BrC1=CC=C(C=C1)C1=CC=C(C=C1)C=1C=NC2=CC=CC=C2C1 3-(4'-bromo-[1,1'-biphenyl]-4-yl)quinoline